N-dodecyl-urea C(CCCCCCCCCCC)NC(=O)N